C1(CC1)N(C1=C(C(=NC=N1)NCC1=CC=C(C=C1)CC(=O)N)F)CC1=NC(=CC=C1)C(F)(F)F 2-[4-[[[6-[cyclopropyl-[[6-(trifluoromethyl)-2-pyridyl]methyl]amino]-5-fluoro-pyrimidin-4-yl]amino]methyl]phenyl]acetamide